N-allyl-phenothiazine C(C=C)N1C2=CC=CC=C2SC=2C=CC=CC12